2-Ethoxy-Benzophenone C(C)OC1=C(C(=O)C2=CC=CC=C2)C=CC=C1